4-(4-acryloyl-cis-3,5-dimethylpiperazin-1-yl)-6-chloro-1-(4,6-diisopropylpyrimidin-5-yl)-7-(2-fluorophenyl)pyrido[2,3-d]Pyrimidin-2(1H)-one C(C=C)(=O)N1[C@@H](CN(C[C@@H]1C)C=1C2=C(N(C(N1)=O)C=1C(=NC=NC1C(C)C)C(C)C)N=C(C(=C2)Cl)C2=C(C=CC=C2)F)C